1-methyl-2-(pent-4-yn-1-yl)-1H-imidazole CN1C(=NC=C1)CCCC#C